2-ethyl-2-(sulfanylmethyl)propane-1,3-dithiol C(C)C(CS)(CS)CS